N1=C(C=CC=C1)S(=O)(=O)N PYRIDINYL-SULFONAMIDE